COC1=C(CCN2CCC(CC2)OC2CCN(CC2)C(=O)C=2C=CC(=C(C2)N2C(NC(CC2)=O)=O)OC)C(=CC(=C1)C1=CN(C(C2=CN=CC=C12)=O)C)OC 1-(5-(4-((1-(2,6-Dimethoxy-4-(2-methyl-1-oxo-1,2-dihydro-2,7-naphthyridin-4-yl)phenethyl)piperidin-4-yl)oxy)piperidine-1-carbonyl)-2-methoxyphenyl)dihydropyrimidine-2,4(1H,3H)-dione